(5R,6S,8R)-8-[(1S,2R)-7-(2-amino-4-methyl-5-pyrimidinyl)-2,6-difluoro-1-hydroxy-4-indanyl]-3,5,6-trifluoro-5,6,7,8-tetrahydro-1-naphthonitrile NC1=NC=C(C(=N1)C)C=1C(=CC(=C2C[C@H]([C@H](C12)O)F)[C@H]1C[C@@H]([C@@H](C=2C=C(C=C(C12)C#N)F)F)F)F